3-[[[2-(carboxymethyl)-4-methylpentyl]carbamoylamino]methyl]-5-methylhexanoic acid disodium salt [Na+].[Na+].C(=O)([O-])CC(CNC(=O)NCC(CC(=O)[O-])CC(C)C)CC(C)C